CCC[C@@H](C(=O)O)N[C@H](C)C(=O)O The molecule is the (2S)-2-[(R)-1-carboxyethylamino] derivative of pentanoic acid. It derives from a valeric acid. It is a conjugate acid of a (2S)-2-[(R)-1-carboxyethylamino]pentanoate and a (2S)-2-{[(1R)-1-carboxylatoethyl]azaniumyl}pentanoate.